8-Bromo-4-chloroquinoline-3-carboxylic acid ethyl ester C(C)OC(=O)C=1C=NC2=C(C=CC=C2C1Cl)Br